[2-(benzyloxy)ethyl]-7-bromo-3-nitroquinolin-4-amine C(C1=CC=CC=C1)OCCC1=NC2=CC(=CC=C2C(=C1[N+](=O)[O-])N)Br